[3H]-uridine [C@@H]1([C@H](O)[C@H](O)[C@@H](CO)O1)N1C(=O)NC(=O)C=C1